trimethylmethylammonium C[N+](C)(C)C